NC1CN(C1)C=1C=CC=2N=CN=C(C2N1)NC1=NC=C(C=C1)OC1=CC=CC=C1 6-(3-aminoazetidin-1-yl)-N-(5-phenoxy-2-pyridyl)pyrido[3,2-d]pyrimidin-4-amine